Natrium 4-amino-3-chloro-5-fluoro-6-(7-fluoro-1H-indol-6-yl)pyridin-2-carboxylat NC1=C(C(=NC(=C1F)C1=CC=C2C=CNC2=C1F)C(=O)[O-])Cl.[Na+]